n-eicosyl-carbamic acid C(CCCCCCCCCCCCCCCCCCC)NC(O)=O